2-(4-(2,4-difluorophenoxy)piperidin-1-yl)-5-methylpyridin-3-amine FC1=C(OC2CCN(CC2)C2=NC=C(C=C2N)C)C=CC(=C1)F